CN(C(OC(C)(C)C)=O)[C@@H]1CN(CC1)C1=NC(N(C2=CC(=CC=C12)C(F)(F)F)C1=C(C=CC=C1)C)=O tert-butyl (S)-methyl(1-(2-oxo-1-(o-tolyl)-7-(trifluoromethyl)-1,2-dihydroquinazolin-4-yl)pyrrolidin-3-yl)carbamate